C1(CCC1)C[C@H](C(=O)N1CC2(CCCC2)[C@](CC1)(O)CN1C(C=C(C(=C1)C(=O)N1CCNCC1)C1=C(C=CC=C1)F)=O)C 1-(((S)-7-((R)-3-cyclobutyl-2-methylpropanoyl)-10-hydroxy-7-azaspiro[4.5]decan-10-yl)methyl)-4-(2-fluorophenyl)-5-(piperazine-1-carbonyl)pyridin-2(1H)-one